NC1=NC=C2N(C(N(C2=N1)[C@@H]1O[C@@H](C[C@H]1O)CO)=O)CC1=CC=C(C=C1)Cl 2-Amino-7-(4-chlorobenzyl)-9-((2R,3R,5S)-3-hydroxy-5-(hydroxymethyl)tetrahydrofuran-2-yl)-7,9-dihydro-8H-purin-8-on